[N+](=O)([O-])C1=C(C=C(C=C1)N1[C@H](O[C@@H](C1)COC1=CC=C(C#N)C=C1)C(F)(F)F)C(F)(F)F 4-(((2R,5S)-3-(4-nitro-3-(trifluoromethyl)phenyl)-2-(trifluoromethyl)oxazolidin-5-yl)methoxy)benzonitrile